FC1=C(C=C(C=C1OC)F)C1CCC2(CN(C2)C(=O)C2CC(C2)(C)O)CC1 (7-(2,5-difluoro-3-methoxyphenyl)-2-azaspiro[3.5]non-2-yl)((1s,3s)-3-hydroxy-3-methylcyclobutyl)methanone